1,5-diphenylpentaazepine C1(=CC=CC=C1)N1NN=NN(C=C1)C1=CC=CC=C1